N2-(1,5-dimethyl-1H-indazol-4-yl)-N4-methyl-5-(trifluoromethyl)pyrimidine-2,4-diamine CN1N=CC2=C(C(=CC=C12)C)NC1=NC=C(C(=N1)NC)C(F)(F)F